N(=[N+]=[N-])CCCCCC(=O)N1C(CCC1=O)=O 1-(6-azidohexanoyl)pyrrolidine-2,5-dione